5-(6-(piperazin-1-yl)pyridin-3-yl)-2,4-dihydro-3H-1,2,4-triazole-3-thione N1(CCNCC1)C1=CC=C(C=N1)C=1NC(NN1)=S